ClC=1C=CC=2N(C1)C(=CN2)C2=NC(=NC=C2)NC=2C=NC(=CC2)N2CCN(CC2)C 4-(6-Chloroimidazo[1,2-a]pyridin-3-yl)-N-(6-(4-methylpiperazin-1-yl)pyridin-3-yl)pyrimidin-2-amin